BrC1(CC=CC=2C3=CC=CC=C3C=CC12)Br dibromodihydrophenanthrene